(S)-N-(1-(2-(1,1-difluoroethyl)-6-methylpyrimidin-4-yl)-3-(3-ethoxypyrrolidin-1-yl)-1H-pyrazolo[4,3-c]pyridin-6-yl)acetamide FC(C)(F)C1=NC(=CC(=N1)N1N=C(C=2C=NC(=CC21)NC(C)=O)N2C[C@H](CC2)OCC)C